BrC=1C=CC(=C(C1)O)C1=NN=C(C2=CC(=CC=C12)C)N[C@H]1CNCCC1 (R)-5-bromo-2-(6-methyl-4-(piperidin-3-ylamino)phthalazin-1-yl)phenol